4,7,8-trimethyl-5,7-dihydropteridin-6-one CC1=NC=NC=2N(C(C(NC12)=O)C)C